(5-(3-Methyloxetan-3-yl)pyridin-2-yl)methanol CC1(COC1)C=1C=CC(=NC1)CO